tert-butyl (R)-(3-hydroxy-1-(1-hydroxycyclopropyl)-propyl)carbamate OCC[C@H](C1(CC1)O)NC(OC(C)(C)C)=O